FC1=CC=CC=2N=C(OC21)[C@H]2N(CCC1=C2N=CN1)C(=O)C=1C=NN2C1C=CC(=C2)N2CCC(CC2)F (S)-(4-(7-fluorobenzo[d]oxazol-2-yl)-6,7-dihydro-1H-imidazo[4,5-c]pyridin-5(4H)-yl)(6-(4-fluoropiperidin-1-yl)pyrazolo[1,5-a]pyridin-3-yl)methanone